FC=1C(=NC(=NC1)NC1=NC=C(C=C1)N1CCNCC1)C=1C=C2C=CC(=NC2=C(C1)F)C 5-Fluoro-4-(8-fluoro-2-methylquinolin-6-yl)-N-(5-(piperazin-1-yl)pyridin-2-yl)pyrimidin-2-amine